BrC1=CC(=C(C=C1F)NC(=O)N1CCN(CC1)C)F N-(4-Bromo-2,5-difluorophenyl)-4-methylpiperazine-1-carboxamide